O=C1NN=C(C2=CC(=CC=C12)OC1=CC=CC=C1)CC=1C=C(C(=O)N2CCN(CC2)C2=NC=C(C#N)C=C2)C=CC1 6-(4-(3-((4-Oxo-7-phenoxy-3,4-dihydrophthalazin-1-yl)methyl)benzoyl)piperazin-1-yl)nicotinonitrile